(R)-N-(2-(6-((1-ethylpiperidin-3-yl)amino)-4-methylpyridazin-3-yl)-5-(trifluoromethyl)phenyl)acetamide C(C)N1C[C@@H](CCC1)NC1=CC(=C(N=N1)C1=C(C=C(C=C1)C(F)(F)F)NC(C)=O)C